CN(C)CC1=CC(=CC=C1)O [(dimethylamino)methyl]phenol